p-anilinobenzenesulfonamide N(C1=CC=CC=C1)C1=CC=C(C=C1)S(=O)(=O)N